BrCC1=CC=C(C=C1)N1N=CC=C1OC 1-(4-(bromomethyl)phenyl)-5-methoxy-1H-pyrazole